(1-(6-methylpyridin-3-yl)piperidin-4-yl)methanamine CC1=CC=C(C=N1)N1CCC(CC1)CN